N,N-dioctadecylacrylamide C(CCCCCCCCCCCCCCCCC)N(C(C=C)=O)CCCCCCCCCCCCCCCCCC